2-[(3-chloro-4-fluorophenyl)-[(3-methyl-3-bicyclo[3.1.0]hexanyl)methoxy]methyl]-5-methyl-4-methylsulfonyl-1H-imidazole ClC=1C=C(C=CC1F)C(C=1NC(=C(N1)S(=O)(=O)C)C)OCC1(CC2CC2C1)C